N-[[6-[6-(trifluoromethyl)pyridine-3-carbonyl]-6-azaspiro[2.5]octan-2-yl]methyl]furo[2,3-c]pyridine-2-carboxamide FC(C1=CC=C(C=N1)C(=O)N1CCC2(C(C2)CNC(=O)C2=CC=3C(=CN=CC3)O2)CC1)(F)F